1,2-bis((5-fluorobenzo[c][1,2]oxaborol-1(3H)-yl)oxy)ethane FC1=CC2=C(B(OC2)OCCOB2OCC3=C2C=CC(=C3)F)C=C1